ammonium 2,2-difluoro-2-{[2,2,4,5-tetrafluoro-5-(trifluoromethoxy)-1,3-dioxolan-4-yl]oxy}acetate FC(C(=O)[O-])(OC1(OC(OC1(OC(F)(F)F)F)(F)F)F)F.[NH4+]